C(C)(C)(C)OC(NC12CCC(CC1)(CC2)C=O)=O (4-formyl-bicyclo[2.2.2]octane-1-yl)carbamic acid tert-butyl ester